N-[rac-(2R)-2-(hydroxymethyl)-2-methyl-6-morpholino-3H-benzofuran-5-yl]-1-methylpyrazole-3-carboxamide OC[C@@]1(OC2=C(C1)C=C(C(=C2)N2CCOCC2)NC(=O)C2=NN(C=C2)C)C |r|